gamma-piperazinyl-propylmethyl-dimethoxysilane N1(CCNCC1)CCC[Si](OC)(OC)C